(4-chloro-7H-pyrrolo[2,3-d]pyrimidin-5-yl)methanone ClC=1C2=C(N=CN1)NC=C2C=O